2-(6-(1-isopropylazetidin-3-yl)pyridazin-3-yl)-5-(7-methoxy-2-methyl-2H-pyrazolo[3,4-c]pyridin-5-yl)phenol C(C)(C)N1CC(C1)C1=CC=C(N=N1)C1=C(C=C(C=C1)C1=CC=2C(C(=N1)OC)=NN(C2)C)O